4-(3-((2-(difluoromethoxy)-6-methylpyridin-3-yl)carbamoyl)-3-(5-fluoro-2-isopropylphenyl)azetidin-1-yl)-2,2-dimethyl-4-oxobutanoic acid FC(OC1=NC(=CC=C1NC(=O)C1(CN(C1)C(CC(C(=O)O)(C)C)=O)C1=C(C=CC(=C1)F)C(C)C)C)F